BrC=1C=C2C(=NC1)COCC2(O)C 3-bromo-5-methyl-5,8-dihydro-6H-pyrano[3,4-b]pyridin-5-ol